(6S)-2-(5-Fluoro-2-pyridyl)-6-methyl-5,6-dihydro-4H-pyrrolo[1,2-b]pyrazol FC=1C=CC(=NC1)C=1C=C2N(N1)[C@H](CC2)C